O1N=C(N=C1)C=1C=CC(=NC1)C=O 5-(1,2,4-oxadiazolyl)(2-pyridinyl)methanone